2-methyl-1-[(2R,5S)-2-methyl-5-phenyl-piperazin-1-yl]propan-1-one CC(C(=O)N1[C@@H](CN[C@H](C1)C1=CC=CC=C1)C)C